{2-[1-(6,7-dimethoxycinnolin-4-yl)piperidin-4-yl]ethyl}(imino)methyl-λ6-sulfanone COC=1C=C2C(=CN=NC2=CC1OC)N1CCC(CC1)CC[SH2](=O)C=N